(2-cyclobutyl-3-fluorophenyl)boronic acid C1(CCC1)C1=C(C=CC=C1F)B(O)O